lithium 2-chloro-3-(2-oxo-1,2-dihydropyridin-4-yl)benzoate ClC1=C(C(=O)[O-])C=CC=C1C1=CC(NC=C1)=O.[Li+]